N,N-dimethylaminoethyl chloride hydrochloride Cl.CN(C)CCCl